N,N-dimethylazetidin-3-amine-dihydrochloride Cl.Cl.CN(C1CNC1)C